(R)-ethyl 2-(4-(3-(3-bromo-2-methylphenoxy)propyl)-3,3-difluoropiperidin-1-yl)acetate BrC=1C(=C(OCCC[C@H]2C(CN(CC2)CC(=O)OCC)(F)F)C=CC1)C